bis-(1,1-dimethyl-5-aminopentyl)benzene aluminum [Al].CC(CCCCN)(C)C1=C(C=CC=C1)C(CCCCN)(C)C